7-(4-cyclopropyl-1H-imidazol-1-yl)benzofuran-2-carbonyl chloride C1(CC1)C=1N=CN(C1)C1=CC=CC=2C=C(OC21)C(=O)Cl